(4-(1-((5-methoxy-7-methyl-1H-indol-4-yl)methyl)piperidin-2-yl)phenyl)boronic acid COC=1C(=C2C=CNC2=C(C1)C)CN1C(CCCC1)C1=CC=C(C=C1)B(O)O